1-(1-(m-fluorophenyl)vinyl)-1H-benzo[d][1,2,3]triazole FC=1C=C(C=CC1)C(=C)N1N=NC2=C1C=CC=C2